1-(1-methyl-1H-pyrazol-5-yl)azetidin-3-yl (1-(4-(2,6-dioxopiperidin-3-yl)-3,5-difluorophenyl)azetidin-3-yl)carbamate O=C1NC(CCC1C1=C(C=C(C=C1F)N1CC(C1)NC(OC1CN(C1)C1=CC=NN1C)=O)F)=O